FC1=CC=C(C=C1)NC1=CC2=C(C=N1)C=C(N2C)C=2C=NN(C2)C N-(4-fluorophenyl)-1-methyl-2-(1-methyl-1H-pyrazol-4-yl)-1H-pyrrolo[3,2-c]pyridin-6-amine